C(C1=CC=CC=C1)OC1=NC(=CC=C1C1=CC=C(C=C1)N1CC(C1)NC(OC(C)(C)C)=O)OCC1=CC=CC=C1 tert-butyl (1-(4-(2,6-bis(benzyloxy)pyridin-3-yl) phenyl)azetidin-3-yl)carbamate